naphthyl(dimethylfluorenyl)anthracene-d8 C1(=CC=CC2=CC=CC=C12)C1=C2C(=C(C(=C(C2=C(C=2C(=C(C(=C(C12)[2H])[2H])[2H])[2H])[2H])[2H])[2H])[2H])C1=C(C(=CC=2C3=CC=CC=C3CC12)C)C